4-methyl-1,3-dioxane-2-one CC1OC(OCC1)=O